N-nonylpropionamide C(CCCCCCCC)NC(CC)=O